(2,6-bis(benzyloxy)pyridin-3-yl)boronic acid C(C1=CC=CC=C1)OC1=NC(=CC=C1B(O)O)OCC1=CC=CC=C1